NC/C(/COC1=CC=C(C=C1)S(=O)(=O)CC12CCC(CC1)(CC2)NC(CC(F)(F)F)=O)=C\F (E)-N-(4-(((4-((2-(aminomethyl)-3-fluoroallyl)oxy)phenyl)sulfonyl)methyl)bicyclo[2.2.2]octan-1-yl)-3,3,3-trifluoropropanamide